C1(C=CC(C=C1)C(=O)[O-])C(=O)[O-] Cyclohexa-2,5-dien-1,4-dicarboxylat